4'-(4-isopropenyl-phenoxy)-[2,2':6',2'']terpyridine C(=C)(C)C1=CC=C(OC2=CC(=NC(=C2)C2=NC=CC=C2)C2=NC=CC=C2)C=C1